BrC=1C(=NC(=NC1)C(=O)[O-])C 5-bromo-4-methyl-pyrimidine-2-carboxylate